(4-methoxy-3-(1-methyl-1H-1,2,4-triazol-3-yl)-5-nitrophenyl)-N-methyl-methylamine COC1=C(C=C(C=C1[N+](=O)[O-])N(C)C)C1=NN(C=N1)C